2-methoxy-6-(5,6,7,8-tetrahydronaphthalen-1-yl)-5H-pyrrolo[3,2-b:5,4-c']dipyridine COC1=CC=C2C(=N1)C1=C(C(=NC=C1)C1=CC=CC=3CCCCC13)N2